NC1=CC(=C(C=C1)N1CCN(CC1)[C@@H]1CC[C@H](CC1)NC(OC(C)(C)C)=O)F trans-tert-butyl ((1r,4r)-4-(4-(4-amino-2-fluorophenyl)piperazin-1-yl)cyclohexyl)carbamate